C(C)(=O)[O-].C(CCCCCC)[NH+]1CCC(CC1)C 1-heptyl-4-methylpiperidinium acetate